CC1CCC(CC1)O p-methylcyclohexyl alcohol